2-oxo-1-phenylethyl carbonate C(OC(C=O)C1=CC=CC=C1)([O-])=O